C(C)(C)(C)C([C@@H](NC([C@@H](NC([C@H]([C@@H](C(N[C@H](C(NC(C)C)=O)C)=O)N)N)=O)C)=O)C)C(C)(C)C (2S,5S,8S,9S,12S,15S)-di-tert-butyl-8,9-diamino-2,5,12,15-tetramethyl-4,7,10,13-tetraoxo-3,6,11,14-tetraazahexadecane